FC=1C(=NC(=C(C1)OCCOC)F)N 3,6-difluoro-5-(2-methoxyethoxy)pyridin-2-ylamine